6-(methoxycarbonyl)-tetrahydro-2H-pyran-3,4,5-triyl triacetate C(C)(=O)OC1COC(C(C1OC(C)=O)OC(C)=O)C(=O)OC